CC1=C(C(=CC=C1CCCC)C)O 2,6-dimethyl-3-butylphenol